ClC1=C(C(=O)NC2=CC(=C(C=C2)NC2=NC=NC3=CC(=C(C=C23)OC)OCC2CCN(CC2)C)F)C=CC=C1 2-chloro-N-(3-fluoro-4-((6-methoxy-7-((1-methylpiperidin-4-yl)methoxy)quinazolin-4-yl)amino)phenyl)benzamide